bis(diphenylamino)amine C1(=CC=CC=C1)N(C1=CC=CC=C1)NN(C1=CC=CC=C1)C1=CC=CC=C1